ClC=1C=C(C=C(C1N[C@@H](COC1=CC=C(C=C1)F)CCN1CC(C1)F)C#N)S(=O)(=O)NC(=O)[C@@]1(OCCCC1)C (R)-N-((3-CHLORO-5-CYANO-4-(((R)-4-(3-FLUOROAZETIDIN-1-YL)-1-(4-FLUOROPHENOXY)BUTAN-2-YL)AMINO)PHENYL)SULFONYL)-2-METHYLTETRAHYDRO-2H-PYRAN-2-CARBOXAMIDE